3-[6-bromo-2,4-dioxo-3-[5-(trifluoromethyl)-3-pyridyl]thieno[3,2-d]pyrimidin-1-yl]propanenitrile BrC1=CC=2N(C(N(C(C2S1)=O)C=1C=NC=C(C1)C(F)(F)F)=O)CCC#N